tert-Butyl ((1R,3S)-3-(2-(2-chloro-5-isopropyl-8-oxothieno[2',3':4,5]pyrrolo[1,2-d][1,2,4]triazin-7(8H)-yl) acetamido)cyclohexyl)carbamate ClC1=CC2=C(C=C3N2C(=NN(C3=O)CC(=O)N[C@@H]3C[C@@H](CCC3)NC(OC(C)(C)C)=O)C(C)C)S1